2-((tert-butoxycarbonyloxy)-6-fluorophenyl)-12-oxo-6a,7,9,10-tetrahydro-12H-pyrazino[2,1-c]pyrido[3,4-f][1,4]oxazepine-8(6H)-carboxylate C(C)(C)(C)OC(=O)OC1=C(C(=CC=C1)F)N1CC=2C(N3C(COC2C=C1)CN(CC3)C(=O)[O-])=O